4-(hydroxymethyl)-2-methylpiperidine-1-carboxylic acid tert-butyl ester C(C)(C)(C)OC(=O)N1C(CC(CC1)CO)C